C(C)(=O)NC=1C=C(C2=C(N=C(O2)N2CC3CCCC(C2)N3C(=O)OC(C)(C)C)C1)Br tert-Butyl 3-(5-acetamido-7-bromobenzo[d]oxazol-2-yl)-3,9-diazabicyclo[3.3.1]nonane-9-carboxylate